CSC=1N=CC(=NC1)N 5-(methylthio)pyrazin-2-amine